C12=CC=CC3=CC=CC(=C13)C(=O)OCCOC2=O ethylene 1,8-naphthalenedicarboxylate